CN(CCNC(C1=CC=C(C=C1)C=1C=NN(C1N=C)\C(=C/C)\NCCC=1OC=CC1)=O)C N-[2-(dimethylamino)ethyl]-4-[1-[(Z)-1-[2-(2-furyl)ethylamino]prop-1-enyl]-5-(methyleneamino)pyrazol-4-yl]benzamide